FC(O[C@@H]1C[C@H](N(C1)C(CNC(C1=CC(=C(C=C1)OC1=CC=CC=C1)C)=O)=O)C(=O)OC)F methyl (2S,4R)-4-(difluoromethoxy)-1-((3-methyl-4-phenoxybenzoyl) glycyl)pyrrolidine-2-carboxylate